(prop-2-yn-1-yl)picolinamide C(C#C)C=1C(=NC=CC1)C(=O)N